methyl 5-((2R)-2-(((tert-butoxycarbonyl)((R)-1-(naphthalen-1-yl)ethyl)amino) methyl) chroman-4-yl)-2-methylbenzoate C(C)(C)(C)OC(=O)N([C@H](C)C1=CC=CC2=CC=CC=C12)C[C@@H]1OC2=CC=CC=C2C(C1)C=1C=CC(=C(C(=O)OC)C1)C